2-HydroxyIsoflavone OC=1OC2=CC=CC=C2C(C1C1=CC=CC=C1)=O